9-Ethyl-6,6-dimethyl-11-oxo-8-(1H-1,2,3-triazol-5-yl)-6,11-dihydro-5H-benzo[b]carbazole-3-carbonitrile C(C)C1=CC2=C(C(C=3NC4=CC(=CC=C4C3C2=O)C#N)(C)C)C=C1C1=CN=NN1